C1(CC1)N1N=CC(=C1)C1OCCCN(C1)S(=O)(=O)C1=CC=C(C=C1)[N+](=O)[O-] 2-(1-cyclopropyl-1H-pyrazol-4-yl)-4-((4-nitrophenyl)sulfonyl)-1,4-oxazepane